benzyl 3,3-difluoro-aziridine-1-carboxylate FC1(CN1C(=O)OCC1=CC=CC=C1)F